NC1=C(C(=C(C(=O)[O-])C=C1)C1=CC=CC=C1)N diaminophenylbenzoate